6-bromo-1-neopentyl-1H-pyrrolo[2,3-b]pyridine BrC1=CC=C2C(=N1)N(C=C2)CC(C)(C)C